CC1=C(C(=CC=C1)C)N([C@H](C)C(=O)OC)C(COC)=O Methyl N-(2,6-Dimethylphenyl)-N-(methoxyacetyl)-D-alaninate